4-[(2R)-3-(3,4-dihydro-1H-isoquinolin-2-yl)-2-hydroxy-propyl]-1-methyl-8-[(2-methyl-4-piperidinyl)oxy]-2,3-dihydro-1,4-benzodiazepine C1N(CCC2=CC=CC=C12)C[C@H](CN1CCN(C2=C(C1)C=CC(=C2)OC2CC(NCC2)C)C)O